Cl.Cl.CNC1CN(CC1)C=1N=NC(=CN1)C1=C(C=C(C=C1)C1=CN=C(O1)C)O 2-{3-[3-(methylamino)pyrrolidin-1-yl]-1,2,4-triazin-6-yl}-5-(2-methyl-1,3-oxazol-5-yl)phenol dihydrochloride